BrC=1C=C(C(=C(C1)S(=O)(=O)N1CCN(CC1)CCO)C)F 2-(4-((5-bromo-3-fluoro-2-methylphenyl)sulfonyl)piperazin-1-yl)ethan-1-ol